C(CCC)(S)(S)S 1,1,1-butanetrithiol